C(#N)C(NC(=O)[C@@H]1[C@H]2C([C@H]2CN1C([C@H](C(C)(C)C)NC(C(F)(F)F)=O)=O)(C)C)C1=CN=C2C(=N1)OCCC2 (1R,2S,5S)-N-(cyano(7,8-dihydro-6H-pyrano[2,3-b]pyrazin-3-yl)methyl)-3-((S)-3,3-dimethyl-2-(2,2,2-trifluoroacetamido)butanoyl)-6,6-dimethyl-3-azabicyclo[3.1.0]hexane-2-carboxamide